7-chloro-2-(2,6-difluorophenyl)-N-(1-methylpiperidin-4-yl)imidazo[2,1-f][1,2,4]triazin-4-amine ClC1=CN=C2C(=NC(=NN21)C2=C(C=CC=C2F)F)NC2CCN(CC2)C